4-{[6-(5-chloro-2-fluorophenyl)-2H,3H,4H-pyrido[3,2-b][1,4]-oxazin-8-yl]amino}-N-[2-(4-methylpiperazin-1-yl)ethyl]-pyridine-3-carboxamide ClC=1C=CC(=C(C1)C=1C=C(C=2OCCNC2N1)NC1=C(C=NC=C1)C(=O)NCCN1CCN(CC1)C)F